4-(6-((6-(piperazin-1-yl)-9H-purin-9-yl)methyl)pyridin-3-yl)-1H-1,2,3-triazol N1(CCNCC1)C1=C2N=CN(C2=NC=N1)CC1=CC=C(C=N1)C=1N=NNC1